C(C)(C)O.[N] nitrogen isopropanol